C(=O)(OC(C)(C)C)NOS(=O)(=O)C1=CC=C(C)C=C1 N-boc-O-tosyl-hydroxylamine